CC(C(C(=O)OCC)C1=CC(=NO1)N1CCC(CC1)CC=O)C ethyl 3-methyl-2-(3-(4-(2-oxoethyl)piperidin-1-yl)isoxazol-5-yl)butanoate